racemic-cis-5-chloro-2-(2-fluoro-4-pyridyl)-4-[2-methyl-5-(trifluoromethyl)piperazin-1-yl]-1H-pyrimidin-6-one ClC1=C(N=C(NC1=O)C1=CC(=NC=C1)F)N1[C@H](CN[C@H](C1)C(F)(F)F)C |r|